3-(3-(4-chlorophenyl)-4-thiazolinonyl)-N-(4-(thiophen-2-yl)butyl)benzamide ClC1=CC=C(C=C1)N1C(SC=C1C=1C=C(C(=O)NCCCCC=2SC=CC2)C=CC1)=O